6,8-dibromo-5-chloro-imidazo[1,2-a]pyrazine BrC=1N=C(C=2N(C1Cl)C=CN2)Br